ClC1=C2N=CN(C2=NC=N1)[C@H]1C=C[C@](C1)(O)C#C[Si](C)(C)C (1S,4R)-4-(6-chloro-9H-purin-9-yl)-1-(trimethylsilylethynyl)cyclopent-2-en-1-ol